ClC1=C(C(=CC(=C1)F)F)NC(C1=C(C=C(C(=C1)F)N1N=C2N(CCCC2)C1=O)O[C@H](C(F)(F)F)C)=O N-(2-chloro-4,6-difluorophenyl)-5-fluoro-4-(3-oxo-5,6,7,8-tetrahydro[1,2,4]triazolo[4,3-a]-pyridin-2(3H)-yl)-2-{[(2S)-1,1,1-trifluoropropan-2-yl]oxy}benzamide